3-(triethoxysilyl)propyl-n-undecyldimethyl-ammonium chloride [Cl-].C(C)O[Si](CCC[N+](C)(C)CCCCCCCCCCC)(OCC)OCC